dipropylene maleate C(\C=C/C(=O)O)(=O)O.C=CC.C=CC